isopentylsilyl-(dimethylamino)tin C(CC(C)C)[SiH2][Sn]N(C)C